ClC=1C=C(C=CC1)C=1N=C(NC1C=1C=C2N=CC=NC2=CC1)CC 6-(4-(3-Chlorophenyl)-2-ethyl-1H-imidazol-5-yl)quinoxaline